2,4-butanediol diacrylate C(C=C)(=O)OC(C)CCOC(C=C)=O